(R)-2-((tert-butyldimethylsilyl)oxy)propanoic acid [Si](C)(C)(C(C)(C)C)O[C@@H](C(=O)O)C